COC(=O)C=1N=NC(=CC1NC1=CC=C(C=C1)CC(=O)OC(C)(C)C)Cl 4-((4-(2-tert-butoxy-2-oxoethyl)phenyl)amino)-6-chloropyridazine-3-carboxylic acid methyl ester